(R)-N-(3-(5-fluoro-2-((1-(2-(hydroxymethyl)phenyl)-1H-pyrazol-4-yl)amino)pyrimidin-4-yl)-1H-indol-7-yl)-3-methoxy-2-(4-methylpiperazin-1-yl)propanamide FC=1C(=NC(=NC1)NC=1C=NN(C1)C1=C(C=CC=C1)CO)C1=CNC2=C(C=CC=C12)NC([C@@H](COC)N1CCN(CC1)C)=O